CN1CC(C(CC1)N1N=CC(=C1)[N+](=O)[O-])O 1-methyl-4-(4-nitro-1H-pyrazol-1-yl)piperidin-3-ol